CN1C=C(C2=CC=CC=C12)C1=NC=NC=C1C(=O)[O-] 4-(1-methyl-1H-indol-3-yl)pyrimidine-5-carboxylate